FC=1C(=NC=CC1)SC=1C=2N(C=C(C1)C=1C=NN(C1C)C1CCC(CC1)CO)N=CC2C#N 4-((3-fluoropyridin-2-yl)thio)-6-(1-((1s,4s)-4-(hydroxymethyl)cyclohex-yl)-5-methyl-1H-pyrazol-4-yl)pyrazolo[1,5-a]pyridine-3-carbonitril